mono(n-propoxy)di(n-butoxy)di(n-propoxy)aluminum C(CC)O[Al](OCCC(OCCCC)OCCCC)OCCC